FC=1C(=C(C=C(C1)C1=NOC(=N1)[C@@H]1[C@H](C1)F)NC(=O)C1=CN=C2N1C=CC=C2)C N-(3-fluoro-5-(5-((1r,2s)-2-fluorocyclopropyl)-1,2,4-oxadiazol-3-yl)-2-methylphenyl)imidazo[1,2-a]pyridine-3-carboxamide